ClC=1C=C(C2=C(C=C(O2)CNC(=O)C=2C=NN3C2N=CC=C3)C1)C1=NN=NN1 N-((5-chloro-7-(1H-tetrazol-5-yl)benzofuran-2-yl)methyl)pyrazolo[1,5-a]pyrimidine-3-carboxamide